NC1=CC(=C(C(=O)NCCC[C@@H](C(=O)OC)NC(C2=CC(=C(C=C2)NCC=2N=C3C(=NC(=NC3=NC2)N)N)OC)=O)C=C1)C1=NN=NN1 Methyl (S)-5-(4-amino-2-(1H-tetrazol-5-yl)benzamido)-2-(4-(((2,4-diaminopteridin-6-yl) methyl)amino)-3-methoxybenzamido)pentanoate